N-(2-Methoxy-5-(4-(trifluoromethyl)phenoxy)phenyl)pyrrolidine-3-carboxamide COC1=C(C=C(C=C1)OC1=CC=C(C=C1)C(F)(F)F)NC(=O)C1CNCC1